C(C)(C)(C)C1=CC2(C(C(=NO2)C2=CC(=CC=C2)C)C2=CC=CC=C2)C=C(C1=O)C(C)(C)C 7,9-di-tert-butyl-3-(m-methylphenyl)-4-phenyl-1-oxa-2-azaspiro[4.5]deca-2,6,9-trien-8-one